1-(3-((tert-butyldimethylsilyl)oxy)propoxy)-3,4-dichloro-6,7,8,9-tetrahydropyrido[1,2-a]indol-7-ol [Si](C)(C)(C(C)(C)C)OCCCOC1=C2C=C3N(C2=C(C(=C1)Cl)Cl)CC(CC3)O